(s)-N-(3-(2,3-dichloro-6-fluorophenyl)pyrrolidin-3-yl)-2-(tetrahydro-2H-pyran-4-yl)-3-(trifluoromethyl)-2H-indazol-6-amine hydrochloride Cl.ClC1=C(C(=CC=C1Cl)F)[C@@]1(CNCC1)NC=1C=CC2=C(N(N=C2C1)C1CCOCC1)C(F)(F)F